CN(CCCOC=1C=C(C=C(C1)C(=O)OC)C(=O)OC)C dimethyl 5-[3-(dimethylamino)propoxy]benzene-1,3-dicarboxylate